4-((2-(1H-pyrazol-4-yl)ethyl)amino)-5,6-dimethyl-N-(1-(pyridin-2-yl)ethyl)pyrimidine-2-carboxamide N1N=CC(=C1)CCNC1=NC(=NC(=C1C)C)C(=O)NC(C)C1=NC=CC=C1